3,4,5-trimethoxy-6-(methoxymethyl)tetrahydro-2H-pyran phenyl-(5-ethoxy-2-fluorophenyl)carbamate C1(=CC=CC=C1)N(C(O)=O)C1=C(C=CC(=C1)OCC)F.COC1COC(C(C1OC)OC)COC